N-[(3S)-9-fluoro-2-oxo-5-phenyl-1,3-dihydro-1,4-benzo-diazepin-3-yl]-2-(2-fluorophenyl)-6-(4-methylpiperazin-1-yl)imidazo[1,2-b]-pyridazine-3-carboxamide FC1=CC=CC=2C(=N[C@@H](C(NC21)=O)NC(=O)C2=C(N=C1N2N=C(C=C1)N1CCN(CC1)C)C1=C(C=CC=C1)F)C1=CC=CC=C1